CC(COCC(CCCC)CC)(C(C(C)C)OCC(CCCC)CC)C 2,2,4-trimethyl-1,3-bis(2-ethylhexyloxy)pentane